2-[5-chloro-2-methyl-4-[2-(trifluoromethyl)oxetan-2-yl]phenyl]-4-oxo-1H-1,6-naphthyridine-5-carboxamide ClC=1C(=CC(=C(C1)C=1NC=2C=CN=C(C2C(C1)=O)C(=O)N)C)C1(OCC1)C(F)(F)F